COC1=C(C=C(C(=C1)OC)OC)/C=C/C(C)=O (E)-4-(2,4,5-trimethoxyphenyl)but-3-en-2-one